aluminum iron silicon oxide [Si]=O.[Fe].[Al]